tert-butyl (2-(5-((2R,8S)-2-(benzyloxy)-8-((tert-butyldiphenylsilyl)oxy)-1,1,1-trifluorononan-2-yl)-1,3,4-oxadiazol-2-yl)-6-bromo-5-(trifluoromethyl)pyridin-3-yl)carbamate C(C1=CC=CC=C1)O[C@](C(F)(F)F)(CCCCC[C@H](C)O[Si](C1=CC=CC=C1)(C1=CC=CC=C1)C(C)(C)C)C1=NN=C(O1)C1=NC(=C(C=C1NC(OC(C)(C)C)=O)C(F)(F)F)Br